OC1=C(C=CC=C1)C1=CC(=CN=N1)N1CCC(CC1)(C1=CC=CC=C1)CNC1CCN(CC1)CC1CCN(CC1)C1=CC=C(C=C1)[C@H]1C(NC(CC1)=O)=O (s)-3-(4-(4-((4-(((1-(6-(2-hydroxyphenyl)pyridazin-4-yl)-4-phenylpiperidin-4-yl)methyl)amino)piperidin-1-yl)methyl)piperidin-1-yl)phenyl)piperidine-2,6-dione